[N+](=O)([O-])C1=CC=C(C=C1)C(O)C=1SC=CN1 (4-nitrophenyl)(thiazol-2-yl)methanol